N1C=CC2=C1C=CC=C2 benzo[2,3-d]pyrrol